bis((S)-2-hydroxydodecyl)-L-lysine O[C@H](CN([C@@H](CCCCN)C(=O)O)C[C@H](CCCCCCCCCC)O)CCCCCCCCCC